ClC=1C(N(C=C(N1)Cl)CCS(=O)(=O)C)=O 3,5-dichloro-1-(2-(methylsulfonyl)ethyl)pyrazin-2(1H)-one